N-[(3R)-1-Cyclopropyl-3-piperidyl]-2-(4-isopropyl-1-methyl-7-oxo-pyrazolo[3,4-d]pyridazin-6-yl)acetamide C1(CC1)N1C[C@@H](CCC1)NC(CN1N=C(C2=C(C1=O)N(N=C2)C)C(C)C)=O